4-{[2-methoxy-3-(2-methyl-2H-1,2,3,4-tetrazol-5-yl)phenyl]amino}-N-(2H3)methyl-6-[(1R,2R)-2-methylcyclopropaneamido]pyridazine-3-carboxamide COC1=C(C=CC=C1C=1N=NN(N1)C)NC1=C(N=NC(=C1)NC(=O)[C@H]1[C@@H](C1)C)C(=O)NC([2H])([2H])[2H]